3-(4-(4-fluorophenyl)piperidin-1-yl)propylhexanoic acid FC1=CC=C(C=C1)C1CCN(CC1)CCCC(C(=O)O)CCCC